CN(CC=1C(=NNC1)C1CCC2(CCOC2(C)C)CC1)CCNC Methyl-[2-(methylamino)ethyl]([3-[(5R,8R)-1,1-dimethyl-2-oxaspiro[4.5]decan-8-yl]-1H-pyrazol-4-yl]methyl)amine